C(C=C)(=O)NC=1C(=CC(=C(C1)NC1=NC=C(C(=N1)N1CC(C2=NC(=CC=C21)C)(C)C)C(=O)OC(C)C)OC)N(CCN2CCCC2)C isopropyl 2-((5-acrylamido-2-methoxy-4-(methyl(2-(pyrrolidin-1-yl)ethyl)amino)phenyl)amino)-4-(3,3,5-trimethyl-2,3-dihydro-1H-pyrrolo[3,2-b]pyridin-1-yl)pyrimidine-5-carboxylate